rac-tert-Butyl 4-((2S,3R,4R)-1-acetyl-4-(((benzyloxy)carbonyl)amino)-2,3-dimethyl-1,2,3,4-tetrahydroquinolin-6-yl)-5,6-dihydropyridine-1(2H)-carboxylate C(C)(=O)N1[C@H]([C@@H]([C@H](C2=CC(=CC=C12)C1=CCN(CC1)C(=O)OC(C)(C)C)NC(=O)OCC1=CC=CC=C1)C)C |r|